rac-(1R,2R,5R)-1-amino-5-(2-boronoethyl)-2-((dimethylamino)methyl)cyclohexane-1-carboxylic acid dihydrochloride Cl.Cl.N[C@]1([C@H](CC[C@H](C1)CCB(O)O)CN(C)C)C(=O)O |r|